1-Ethyl-7-fluoro-8-(6-fluoro-1-methylsulfonyl-1H-indazol-4-yl)-4,4,9-trimethyl-5H-[1,2,4]triazolo[4,3-a]quinoxaline C(C)C1=NN=C2N1C1=C(C(=C(C=C1NC2(C)C)F)C2=C1C=NN(C1=CC(=C2)F)S(=O)(=O)C)C